2-(2-((5-(2-amino-3-(aminomethyl)phenyl)-1-isopropyl-1H-indazol-3-yl)methoxy)phenyl)acetic acid NC1=C(C=CC=C1CN)C=1C=C2C(=NN(C2=CC1)C(C)C)COC1=C(C=CC=C1)CC(=O)O